2-amino-8-[4-(4-methylpiperazin-1-yl)phenyl]-6-(5-methyl-4-prop-2-enoyl-2,3-dihydroquinoxalin-1-yl)pyrido[2,3-d]pyrimidin-7-one NC=1N=CC2=C(N1)N(C(C(=C2)N2CCN(C1=C(C=CC=C21)C)C(C=C)=O)=O)C2=CC=C(C=C2)N2CCN(CC2)C